CC1(C=CC=C1)[Ti](C1=C(C=CC=C1F)F)(C1=C(C=CC=C1F)F)C1(C=CC=C1)C bis(methylcyclopentadienyl)bis(2,6-difluorophenyl)titanium